C(CCC)C1=CC=C(C=C1)C=1C=NC(=NC1)C1=CC=C(C#N)C=C1 4-[5-(4-butylphenyl)-2-pyrimidinyl]benzonitrile